ClC1=C(OC=2C(=NC=NC2)N2CC3(C2)CN(CC3)CC3=CC=C2C(C(NC2=C3)=O)(C)C)C=CC(=C1)F 6-((2-(5-(2-chloro-4-fluorophenoxy)pyrimidin-4-yl)-2,6-diazaspiro[3.4]octan-6-yl)methyl)-3,3-dimethylindolin-2-one